FC(CC12NCC(C1)(C2)N)(C)C (2-fluoro-2-methylpropyl)-2-azabicyclo[2.1.1]hexan-4-amine